1-[2-(difluoromethyl)-4-methyl-5,7-dihydro-6H-pyrrolo[3,4-b]pyridin-6-yl]-2-{1-[2-(trifluoromethyl)pyridin-4-yl]azetidin-3-yl}ethanone FC(C1=CC(=C2C(=N1)CN(C2)C(CC2CN(C2)C2=CC(=NC=C2)C(F)(F)F)=O)C)F